7-bromo-6-chloro-4(3H)-quinazolinone BrC1=C(C=C2C(NC=NC2=C1)=O)Cl